C(CCCCCCCCCCCCCCC)OC1=C(C=C(C=C1)N)N 1-hexadecoxy-2,4-phenylenediamine